O=C1C(C(SC1)C(=O)N)=O dioxo-thiolane-2-carboxamide